1-(tert-butyl)-N'-(2,4-dimethylbenzyl)-4-phenoxy-1H-pyrazole-5-carbohydrazide C(C)(C)(C)N1N=CC(=C1C(=O)NNCC1=C(C=C(C=C1)C)C)OC1=CC=CC=C1